C(#N)C[C@@H]1N(CCN(C1)C1=NC(=NC2=C(C(=C(C=C12)F)C1=CC=CC2=CC=C(C(=C12)C#C)F)F)OCC12CCCN2CCC1)C(=O)OC(C)(C)C tert-butyl (2S)-2-(cyanomethyl)-4-(7-(8-ethynyl-7-fluoronaphth-1-yl)-6,8-difluoro-2-((tetrahydro-1H-pyrrolizin-7a(5H)-yl)methoxy)quinazolin-4-yl)piperazine-1-carboxylate